tert-butyl (2S)-4-(3,3-difluoroazetidin-1-yl)-3-hydroxy-4-oxo-1-((S)-2-oxopiperidin-3-yl)butan-2-ylcarbamate FC1(CN(C1)C(C([C@H](C[C@H]1C(NCCC1)=O)NC(OC(C)(C)C)=O)O)=O)F